5-(3-methyl-4-oxidanyl-phenyl)dithiole-3-thione CC=1C=C(C=CC1O)C1=CC(SS1)=S